7-(3-Fluoro-4-((4-(methylsulfonyl)piperidin-1-yl)methyl)phenyl)-3-methyl-1-phenyl-3,6-dihydroimidazo[4,5-d]pyrrolo[2,3-b]pyridin-2(1H)-on FC=1C=C(C=CC1CN1CCC(CC1)S(=O)(=O)C)C1=CC=2C(=NC=C3C2N(C(N3C)=O)C3=CC=CC=C3)N1